4-PIPERAZIN-1-YLBENZALDEHYDE HCL Cl.N1(CCNCC1)C1=CC=C(C=O)C=C1